C(=O)O.C(C)(=O)C1=CC=C(C=C1)NC1=NC=C(C(=N1)NC=1C=CC2=C(NC(O2)=O)C1)F 5-(2-(4-acetylphenylamino)-5-fluoropyrimidin-4-ylamino)benzo[d]oxazol-2(3H)-one formate salt